2-chloro-3-(methoxymethyl)-N-methyl-6-nitro-aniline ClC1=C(NC)C(=CC=C1COC)[N+](=O)[O-]